tert-Butyl 3-(5-bromo-4-(1,1-difluoro-2-hydroxy-2-methylpropoxy)-7-(thiazol-2-yl)benzo[d]oxazol-2-yl)-3,6-diazabicyclo[3.1.1]heptane-6-carboxylate BrC=1C=C(C2=C(N=C(O2)N2CC3N(C(C2)C3)C(=O)OC(C)(C)C)C1OC(C(C)(C)O)(F)F)C=1SC=CN1